(E)-1-(2-Chloro-4-fluorophenyl)-3-(3-hydroxyphenyl)prop-2-en-1-one ClC1=C(C=CC(=C1)F)C(\C=C\C1=CC(=CC=C1)O)=O